BrC=1C(=C(OC=2C=C(C#N)C=C(C2)C(F)F)C=CC1)I 3-(3-bromo-2-iodophenoxy)-5-difluoromethylbenzonitrile